copper(II) 2,2'-bipyridine N1=C(C=CC=C1)C1=NC=CC=C1.[Cu+2]